FC(C(=O)O)(F)F.CC=1N=C2N(C=C(N=C2)N)C1 2-methylimidazo[1,2-a]pyrazin-6-amine trifluoroacetate